BrC1=CN=C(C2=CC(=NC=C12)Cl)OS(=O)(=O)C(F)(F)F Trifluoromethanesulfonic acid 4-bromo-7-chloro-2,6-naphthyridin-1-yl ester